3-bromo-6-methoxy-2-methyl-pyridine BrC=1C(=NC(=CC1)OC)C